2-(4-fluorophenoxy)-6-nitroquinoline FC1=CC=C(OC2=NC3=CC=C(C=C3C=C2)[N+](=O)[O-])C=C1